OC(=O)C(F)(F)F.OC(=O)C(F)(F)F.CC(C(=O)O)CN1CC(C1)N.OC(CO)(OC1=CC=CC=C1)O hydroxyphenoxyethylene glycol Methyl-3-(3-aminoazetidin-1-yl)propanoate bisTFA salt